N1(N=CC=C1)CC=1C(=NC(=CC1)Cl)CC 3-((1H-pyrazol-1-yl)methyl)-6-chloro-2-ethylpyridine